NC(CC1=C(C=CC=C1)O)(C)C (2-amino-2-methyl-propyl)phenol